ClC1=C(C=CC=C1C=1N(C2=NC=NC(=C2N1)OC1(CC1)C)CC1=C(C=CC(=C1)Cl)OC)CCCC(=O)O (racemic)-4-(2-chloro-3-(9-(5-chloro-2-methoxybenzyl)-6-(1-methylcyclopropoxy)-9H-purin-8-yl)phenyl)butanoic acid